octyl 2-[3-tert-butyl-2-hydroxy-5-(2-methacryloyloxyethoxy) phenyl]-2H-benzotriazole-5-carboxylate C(C)(C)(C)C=1C(=C(C=C(C1)OCCOC(C(=C)C)=O)N1N=C2C(=N1)C=CC(=C2)C(=O)OCCCCCCCC)O